O=C1N(CC2=CC(=CC=C12)N1CCC2(CC(CC2)=O)CC1)C1C(NC(CC1)=O)=O 3-[1-oxo-5-(3-oxo-8-azaspiro[4.5]decan-8-yl)isoindolin-2-yl]piperidine-2,6-dione